3-(bis(9-(octyloxy)-9-oxononyl)amino)butanoic acid C(CCCCCCC)OC(CCCCCCCCN(C(CC(=O)O)C)CCCCCCCCC(OCCCCCCCC)=O)=O